3-(1H-Indol-2-yl)-2-methyl-2,4,5,7-tetrahydro-6H-pyrazolo[3,4-c]pyridin N1C(=CC2=CC=CC=C12)C=1N(N=C2CNCCC21)C